F[C@@H]1C[C@@]2(CCCN2C1)COC1=NC2=C(C(=CC=C2C(=N1)N1C[C@@H](OCC1)CO)C1=CC(=CC2=CC=C(C(=C12)C#C)F)O)F 4-(2-{[(2R,7aS)-2-fluoro-hexahydro-1H-pyrrolizin-7a-yl]methoxy}-8-fluoro-4-[(2R)-2-(hydroxymethyl)morpholin-4-yl]quinazolin-7-yl)-5-ethynyl-6-fluoronaphthalen-2-ol